O[C@@H](CC1=CC(=C(C=C1C1=CC(=C(C=C1C[C@@H](C)O)O)O)O)O)C 6,6'-bis[(2R)-2-hydroxypropyl]biphenyl-3,3',4,4'-tetrol